C(C)(C)(C)C1=CC=2C(C3=C(C(N(C3C3=CC(=C(C=C3)OC)OC)CCCN(C)C)=O)OC2C=C1)=O 7-(tert-Butyl)-1-(3,4-dimethoxyphenyl)-2-(3-(dimethylamino)propyl)-1,2-dihydrochromeno[2,3-c]pyrrole-3,9-dione